BrC=1N=C(C=2N(C1)C(=C(N2)C)C(=O)O)NC 6-bromo-2-methyl-8-(methylamino)imidazo[1,2-a]pyrazine-3-carboxylic acid